(S)-quinuclidin-3-yl (6-(3-(trifluoromethoxy)phenyl)chroman-4-yl)carbamate FC(OC=1C=C(C=CC1)C=1C=C2C(CCOC2=CC1)NC(O[C@@H]1CN2CCC1CC2)=O)(F)F